(3R)-hydroxy-(trimethylammonium) O[N+](C)(C)C